tert-butyl 4-(4-cyano-2-(methoxycarbonyl)-phenyl)-5-fluoroisoindoline-2-carboxylate C(#N)C1=CC(=C(C=C1)C1=C2CN(CC2=CC=C1F)C(=O)OC(C)(C)C)C(=O)OC